C(C(C)C)(=O)O[Ag] (isobutyryloxy)silver